8-bromo-2-ethyl-3,6-dimethyl-8,9-dihydrobenzo[de]pyrazolo[4,5,1-ij][1,7]naphthyridin-4(3H)-one BrC1CN2C3=C(N(C(C4=C3C1=CC(=C4)C)=O)C)C(=N2)CC